C(C)(C)(C)OC(COC1CC2C(C2C1)(F)F)=O 2-[(6,6-difluoro-3-bicyclo[3.1.0]hexyl)oxy]acetic acid tert-butyl ester